C1(C(C1)C(=O)OCC)C(=O)OCC diethyl cyclopropane-1,2-dicarboxylate